OCCS(=O)(=O)NC1=CC(=C(C(=O)NC=2C(N(C(=CC2)C)C(C)C)=O)C=C1)N1CCC2(CC2)CC1 4-((2-hydroxyethyl)sulfonamido)-N-(1-isopropyl-6-methyl-2-oxo-1,2-dihydropyridin-3-yl)-2-(6-azaspiro[2.5]octan-6-yl)benzamide